ferric nitrate [N+](=O)([O-])[O-].[Fe+3].[N+](=O)([O-])[O-].[N+](=O)([O-])[O-]